C(C)(C)(C)[Si](OCC(=C)B1OC(C(O1)(C)C)(C)C)(C)C tert-butyldimethyl((2-(4,4,5,5-tetramethyl-1,3,2-dioxaborolan-2-yl)allyl)oxy)silane